ClC=1C(=C(CN2CCC(CC2)(C(=O)O)CC2=NC(=C(C(=C2C)C(CC)=O)F)NC2=NNC(=C2)C)C=CC1)F 1-(3-chloro-2-fluorobenzyl)-4-((3-methyl-5-fluoro-6-((5-methyl-1H-pyrazol-3-yl)amino)-4-propionyl-pyridin-2-yl)methyl)piperidine-4-carboxylic acid